tert-butyl 4-(7-fluoroimidazo[1,2-a]pyridin-3-yl)-7-((5-((R)-2-((R)-1-hydroxyethyl) (N-morpholinyl)) pyridin-2-yl) amino)-1-oxoisoindoline-2-carboxylate FC1=CC=2N(C=C1)C(=CN2)C2=C1CN(C(C1=C(C=C2)NC2=NC=C(C=C2)N2C[C@@H](OCC2)[C@@H](C)O)=O)C(=O)OC(C)(C)C